C(C(C)C)N1CC(N(CC1)CC1=C2C=CN(C2=C(C=C1OC)C)C(=O)OC(C)(C)C)C1=CC=C(C=C1)C(=O)OC tert-Butyl 4-((4-isobutyl-2-(4-(methoxycarbonyl)phenyl)piperazin-1-yl)methyl)-5-methoxy-7-methyl-1H-indole-1-carboxylate